OC1=CC=C(C=C1)C(CC)C(CC)C1=CC=C(C=C1)O 3,4-bis(p-hydroxyphenyl)hexane